(9H-fluoren-9-yl)methyl((7-(aminomethyl)quinazolin-2-yl)methyl)(cyclobutylmethyl)carbamate C1=CC=CC=2C3=CC=CC=C3C(C12)OC(N(C(C1CCC1)C)CC1=NC2=CC(=CC=C2C=N1)CN)=O